NC1=C(C2=C(S1)C(=CC=C2C2=C(C=C1C(=NC(=NC1=C2F)OC[C@]21CCCN1C[C@@H](C2)F)N2CCOCCC2)C(F)(F)F)F)C#N 2-amino-7-fluoro-4-(8-fluoro-2-(((2R,7aS)-2-fluorotetrahydro-1H-pyrrolizin-7a(5H)-yl)methoxy)-4-(1,4-oxazepan-4-yl)-6-(trifluoromethyl)quinazolin-7-yl)benzo[b]thiophene-3-carbonitrile